2-[2-(dimethylamino)-5-fluoropyridin-4-yl]propanoic acid CN(C1=NC=C(C(=C1)C(C(=O)O)C)F)C